(S)-5-(5,5-dimethyl-4,5,6,7-tetrahydrobenzo[d]isoxazole-3-carbonyl)-N-((S)-3-oxo-1-((S)-2-oxopyrrolidin-3-yl)-4-(trifluoromethoxy)butan-2-yl)-5-azaspiro[2.4]heptane-6-carboxamide CC1(CCC2=C(C(=NO2)C(=O)N2CC3(CC3)C[C@H]2C(=O)N[C@@H](C[C@H]2C(NCC2)=O)C(COC(F)(F)F)=O)C1)C